7-(5-Chloro-2-(2-(5-cyano-6-((dimethylamino)methyl)-2-methyl-4-oxo-7-(trifluoromethyl)quinazolin-3(4H)-yl)ethoxy)phenyl)-5-methylthieno[3,2-b]pyridine-3-carboxylic acid ClC=1C=CC(=C(C1)C1=C2C(=NC(=C1)C)C(=CS2)C(=O)O)OCCN2C(=NC1=CC(=C(C(=C1C2=O)C#N)CN(C)C)C(F)(F)F)C